ClC=1C(=NN(C1)C(=O)OC(C)(C)C)OC tert-butyl 4-chloro-3-methoxy-1H-pyrazole-1-carboxylate